2-deoxyribitol C(C[C@H](O)[C@H](O)CO)O